CC1(CC1)NCC=1C=C(C=2N(C1)N=CN2)C(=O)OC methyl 6-(((1-methylcyclopropyl) amino) methyl)-[1,2,4]triazolo[1,5-a]pyridine-8-carboxylate